C(=C)OOCCCC butoxy vinyl ether